2',5-dichloro-N-(7-chloro-2-methylbenzo[d]oxazol-5-yl)-2,4'-difluoro-[1,1'-biphenyl]-4-formamide ClC1=C(C=CC(=C1)F)C1=C(C=C(C(=C1)Cl)C(=O)NC=1C=C(C2=C(N=C(O2)C)C1)Cl)F